1-(4-chloro-2-fluorophenyl)-3,3-dimethyl-4-(4-(trifluoromethyl)benzyl)-piperazine-2,5-dione ClC1=CC(=C(C=C1)N1C(C(N(C(C1)=O)CC1=CC=C(C=C1)C(F)(F)F)(C)C)=O)F